imidazo[4,5-g]quinoxalin N1=CN=C2C1=CC=1N=CC=NC1C2